racemic-N-isobutyl-1-(6-(2,2,2-trifluoroethyl)thieno[2,3-d]pyrimidin-4-yl)azepan-4-amine C(C(C)C)N[C@H]1CCN(CCC1)C=1C2=C(N=CN1)SC(=C2)CC(F)(F)F |r|